O=C1N(C(CC1)=O)C(C(=O)O)CCCOC.C1(CC1)C1=CC(=C(C=C1)NC1=CC(=NC=C1C(=O)NOC(C)C)NC1=NC(=CC=C1)F)N(S(=O)(=O)C)C 4-((4-cyclopropyl-2-(N-methylmethanesulfonamido)phenyl)amino)-6-((6-fluoropyridin-2-yl)Amino)-N-isopropoxynicotinamide (2,5-dioxopyrrolidin-1-yl)5-methoxypentanoate